2-((1-(2-(7-bromo-2-methyl-2H-indazol-5-yl)-6-methyl-4-oxo-4H-chromen-8-yl)ethyl)amino)benzoic acid BrC1=CC(=CC2=CN(N=C12)C)C=1OC2=C(C=C(C=C2C(C1)=O)C)C(C)NC1=C(C(=O)O)C=CC=C1